C(C)(=O)OC1CC2CC(C(C1)N2CC2=CC=CC=C2)O[Si](C)(C)C(C)(C)C (±)-8-benzyl-6-((tert-butyldimethylsilyl)oxy)-8-azabicyclo[3.2.1]octan-3-yl acetate